COC1=CC=C2C(=NN=C(C2=C1)N[C@H](C)C=1SC(=CC1)C1=C(C=CC=C1)CNC)C (R)-7-methoxy-4-methyl-N-(1-(5-(2-((methylamino)methyl)phenyl)thiophen-2-yl)ethyl)phthalazin-1-amine